C(C)(=O)OC1=CC=C(C=C1)C1CC(=NN1C)C1=C(C(=C(C=C1OC)OC(C)=O)CC=C(C)C)O 4-(3-(4-acetoxy-2-hydroxy-6-methoxy-3-(3-methylbut-2-en-1-yl)phenyl)-1-methyl-4,5-dihydro-1H-pyrazol-5-yl)phenyl acetate